CC=1C(=C(C=CC1OC)CCCC1=C(C=C(C=C1)O)O)OC (3-methyl-2,4-dimethoxyphenyl)-3-(2,4-dihydroxyphenyl)-propane